6-(bromomethyl)pyridine-2,5-dicarboxylic acid dimethyl ester COC(=O)C1=NC(=C(C=C1)C(=O)OC)CBr